C(C)(=O)C1=CN(C2=CN=C(C=C21)NC=2C=NC=NC2)CC(=O)O 2-(3-acetyl-5-(pyrimidin-5-ylamino)-1H-pyrrolo[2,3-c]pyridin-1-yl)acetic acid